3-(3-((tert-butoxycarbonyl)amino)phenyl)propanoic acid C(C)(C)(C)OC(=O)NC=1C=C(C=CC1)CCC(=O)O